4-(2-(4-(difluoromethyl)benzyl)-2H-tetrazol-5-yl)-N-(2-hydroxyethyl)benzenesulfonamide FC(C1=CC=C(CN2N=C(N=N2)C2=CC=C(C=C2)S(=O)(=O)NCCO)C=C1)F